CC1=CC=C(C=C1)S(=O)(=O)OC[C@H]1OC[C@@H](CC1)NC(=O)OC(C)(C)C ((2S,5R)-5-((tert-butoxycarbonyl)amino)tetrahydro-2H-pyran-2-yl)methyl 4-methylbenzenesulfonate